C1(CCCC1)C(=O)N1[C@H](CN(CC1)CC=1C=2N(C=C(C1C)NC(=O)C=1C=NC(=NC1)C)C=CN2)C (S)-N-(8-((4-(Cyclopentanecarbonyl)-3-methylpiperazin-1-yl)methyl)-7-methyl-imidazo[1,2-a]pyridin-6-yl)-2-methylpyrimidine-5-carboxamide